ethyl (S)-3-((tert-butoxycarbonyl)amino)-4-(difluoromethylene)cyclopent-1-ene-1-carboxylate C(C)(C)(C)OC(=O)N[C@H]1C=C(CC1=C(F)F)C(=O)OCC